(R)-4-(((tetrahydro-2H-pyran-4-yl)methoxy)methyl)-6,6a,7,8,9,10-hexahydro-5H-pyrazino[1,2-a][1,8]naphthyridine O1CCC(CC1)COCC=1C=2CC[C@H]3N(C2N=CC1)CCNC3